4-cycloheptylpiperazine-1-carboxylic acid [(2s,3s,4e,6s,7s,10s)-7,10-dihydroxy-3,7-dimethyl-12-oxo-2-[(2e,4e)-6-pyrimidin-2-ylhept-2,4-dien-2-yl]-1-oxododec-4-en-6-yl] ester O[C@]([C@H](/C=C/[C@@H]([C@H](C=O)\C(\C)=C\C=C\C(C)C1=NC=CC=N1)C)OC(=O)N1CCN(CC1)C1CCCCCC1)(CC[C@@H](CC=O)O)C